4-[6-chloroimidazo[1,2-b]pyridazin-8-yl]morpholine ClC=1C=C(C=2N(N1)C=CN2)N2CCOCC2